COC(=O)[C@H]1N(CCN(C1)C(=O)OC(C)(C)C)C(=O)OC(C)(C)C (2S)-piperazine-1,2,4-tricarboxylic acid 1,4-di-tert-butyl 2-methyl ester